C(P(OC)(OC)=O)P(OC)(OC)=O Tetramethyl methylenebisphosphonate